C1(NCCC2=CC=CC=C12)C(=O)O 1,2,3,4-tetrahydro-isoquinoline-1-carboxylic acid